S(=O)(=O)(O)ON O-Sulfohydroxylamine